N1CCC(CC1)C(=O)N[C@H](C(=O)O)CCCCCCCC1=NC=2NCCCC2C=C1 (S)-2-(piperidine-4-carboxamido)-9-(5,6,7,8-tetrahydro-1,8-naphthyridin-2-yl)nonanoic acid